1-(4-chlorobenzyl)-N-((3S,4S)-3-methylpiperidin-4-yl)cyclopropane-1-carboxamide ClC1=CC=C(CC2(CC2)C(=O)N[C@@H]2[C@H](CNCC2)C)C=C1